FC1(CC(C1)NC(CN1N=CC2=NC=C(C=C21)C2=CC(=C(C=C2)F)C(F)F)=O)F N-(3,3-Difluorocyclobutyl)-2-[6-[3-(difluoromethyl)-4-fluoro-phenyl]pyrazolo[4,3-b]pyridin-1-yl]acetamide